2-((2-((4-(4-((5-(2,4-dioxotetrahydropyrimidin-1(2H)-yl)pyridin-2-yl)methyl)piperazin-1-yl)-2-isopropoxy-5-methylphenyl)amino)-5-(trifluoromethyl)pyridin-4-yl)amino)-N-methylbenzamide O=C1N(CCC(N1)=O)C=1C=CC(=NC1)CN1CCN(CC1)C1=CC(=C(C=C1C)NC1=NC=C(C(=C1)NC1=C(C(=O)NC)C=CC=C1)C(F)(F)F)OC(C)C